9,9-dimethyl-fluorene CC1(C2=CC=CC=C2C=2C=CC=CC12)C